α-methylbenzyl acetate C(C)(=O)OC(C1=CC=CC=C1)C